N-(4-(2-(((1r,4r)-4-(dimethylamino)cyclohexyl)amino)-8-isopropyl-7-oxo-7,8-dihydropyrido[2,3-d]-pyrimidin-6-yl)-2,5-difluorophenyl)-1-(4-fluorophenyl)methane-sulfonamide CN(C1CCC(CC1)NC=1N=CC2=C(N1)N(C(C(=C2)C2=CC(=C(C=C2F)NS(=O)(=O)CC2=CC=C(C=C2)F)F)=O)C(C)C)C